2-chloro-7-methyl-N-(1-phenyl-1H-imidazol-4-yl)thieno[3,2-d]pyrimidin-4-amine ClC=1N=C(C2=C(N1)C(=CS2)C)NC=2N=CN(C2)C2=CC=CC=C2